(6-(2-aminoethyl)pyridin-2-yl)methanol NCCC1=CC=CC(=N1)CO